3-(6-(4-methylpiperazin-1-yl)-1H-benzimidazol-2-yl)-5-nitro-1H-indazole CN1CCN(CC1)C=1C=CC2=C(NC(=N2)C2=NNC3=CC=C(C=C23)[N+](=O)[O-])C1